O1CCC(=CC1)C1=C(N)C=CC(=C1)C(F)(F)F 2-(3,6-dihydro-2H-pyran-4-yl)-4-(trifluoromethyl)aniline